CC1=CC=C(C=C1)S(=O)(=O)N1N=NC(=C1)C1=CC(=CC=C1)Br 1-p-toluenesulfonyl-4-(3-bromophenyl)-1,2,3-triazole